COCC1=CC=C(C=C1)C 4-methylbenzyl methyl ether